[4-Hydroxy-2-(Hydroxymethyl)Butyl]Guanine OCCC(CNC=1NC(C=2NC=NC2N1)=O)CO